C12(CCC(CC1)C2)N2C(C(=CC1=C2N=C(N=C1)NC1CCN(CC1)S(=O)(=O)C)C#N)=O 8-((1r,4r)-bicyclo[2.2.1]heptan-1-yl)-2-((1-(methylsulfonyl)piperidin-4-yl)amino)-7-oxo-7,8-dihydropyrido[2,3-d]pyrimidine-6-carbonitrile